C(C)(=O)N(C1=C(C=C(C=C1)C1=CC=C(C=N1)C(=O)NCCCC=1C=NNC1)C(F)(F)F)CC1CC1 6-[4-[acetyl(cyclopropylmethyl)amino]-3-(trifluoromethyl)phenyl]-N-[3-(1H-pyrazol-4-yl)propyl]pyridine-3-carboxamide